C(C)(C)OCCOCCO Diethylene Glycol Monoisopropyl Ether